FC1=C(C=C(C(=C1)C1=NC(=CC=C1)OCC1=C(C=C(C=C1)N1C=NC=C1)F)F)CC=1N(C2=C(N1)C=CC(=C2)C(=O)OC(C)(C)C)CCOC tert-butyl 2-[[2,5-difluoro-4-[6-[(2-fluoro-4-imidazol-1-yl-phenyl)methoxy]-2-pyridyl]phenyl]methyl]-3-(2-methoxyethyl)benzimidazole-5-carboxylate